N[C@@H](CCS)C(=O)O |r| DL-homocysteine